4-(3-(2-methylpyridin-4-yl)-1H-indazol-5-yl)-1-(3-(trifluoromethyl)benzyl)pyridin-2(1H)-one CC1=NC=CC(=C1)C1=NNC2=CC=C(C=C12)C1=CC(N(C=C1)CC1=CC(=CC=C1)C(F)(F)F)=O